ClC1=C(C=CC=C1F)C=1C(=NN(C1N)C)C 4-(2-chloro-fluorophenyl)-1,3-dimethyl-1H-pyrazol-5-amine